O=C1N(CC2=CC(=CC=C12)CN1CCN(CC1)C=1C2=C(N=CN1)SC=C2)C2C(NC(CC2)=O)=O 3-(1-oxo-5-((4-(thieno[2,3-d]pyrimidin-4-yl)piperazin-1-yl)methyl)isoindolin-2-yl)piperidine-2,6-dione